N-((4-(4-chloro-1H-pyrrolo[2,3-b]pyridin-2-yl)-6-fluoropyridin-2-yl)methyl)aniline ClC1=C2C(=NC=C1)NC(=C2)C2=CC(=NC(=C2)F)CNC2=CC=CC=C2